C(C)C(CC(=O)O)(C(=O)O)CC 3,3-diethylsuccinic acid